C(C)(C)(C)NC1=NC(=NC(=N1)NC1=CC(=NC=C1)C(F)(F)F)C1=NC(=CC=C1F)F N2-(tert-butyl)-6-(3,6-difluoropyridin-2-yl)-N4-(2-(trifluoromethyl)pyridine-4-yl)-1,3,5-triazine-2,4-diamine